OC=1C=CC2=C(CCC(O2)=O)C1 3,4-dihydro-6-hydroxy-2H-1-benzopyran-2-one